C(C)(C)(C)[Si](C)(C)OCCC(C)N1N=C(C=2C=NC(=CC21)Cl)I tert-butyl-[3-(6-chloro-3-iodo-pyrazolo[4,3-c]pyridin-1-yl)butoxy]-dimethyl-silane